methyl (2S)-3-(6-(7-((2-hydroxyethyl)sulfonyl)-2,6,6-trimethyl-1-(2-methylhydrazineyl)-1-oxoheptan-2-yl)pyridin-2-yl)-2-methylpropanoate OCCS(=O)(=O)CC(CCCC(C(=O)NNC)(C)C1=CC=CC(=N1)C[C@@H](C(=O)OC)C)(C)C